3,5-di(isopropyl)phenol C(C)(C)C=1C=C(C=C(C1)C(C)C)O